N-(4-(3-((S)-2-hydroxy-3-(3-(N-methylsulfamoyl)phenoxy)propylamino)-1-oxa-8-azaspiro[4.5]decan-8-ylsulfonyl)phenyl)acetamide O[C@@H](CNC1COC2(C1)CCN(CC2)S(=O)(=O)C2=CC=C(C=C2)NC(C)=O)COC2=CC(=CC=C2)S(NC)(=O)=O